The molecule is a 14beta-hydroxy steroid that is bufan-20,22-dienolide having hydroxy substituents at the 5beta- and 14beta-positions. It has been isolated from the skin of the toad Bufo bufo. It has a role as an antineoplastic agent, a cardiotonic drug, an anti-inflammatory agent and an animal metabolite. It is a 3beta-hydroxy steroid and a 14beta-hydroxy steroid. It derives from a bufanolide. C[C@]12CC[C@@H](C[C@H]1CC[C@@H]3[C@@H]2CC[C@]4([C@@]3(CC[C@@H]4C5=COC(=O)C=C5)O)C)O